FC=1C=C(C=CC1F)C(C#N)=C1CCN(CC1)C(=O)N1CC2=C(CC1)SC=C2 2-(3,4-difluorophenyl)-2-(1-(4,5,6,7-tetrahydrothieno[3,2-c]pyridine-5-carbonyl)piperidin-4-ylidene)acetonitrile